1-(3-Fluoro-3-methyl-azetidin-1-yl)-2-[6-[3-(trifluoromethyl)phenyl]pyrazolo[4,3-b]pyridin-1-yl]ethanone FC1(CN(C1)C(CN1N=CC2=NC=C(C=C21)C2=CC(=CC=C2)C(F)(F)F)=O)C